BrC1=C(C=CC2=CC=CC=C12)C=O 1-bromo-2-naphthaldehyde